(S)-1'-(6-amino-5-((3-chloro-2-cyclopropylpyridin-4-yl)thio)-3-methylpyrazin-2-yl)-4,6-dihydrospiro[cyclopenta[d]oxazole-5,4'-piperidine]-6-amine NC1=C(N=C(C(=N1)N1CCC2(CC1)[C@@H](C1=C(N=CO1)C2)N)C)SC2=C(C(=NC=C2)C2CC2)Cl